5-amino-6-(6-fluoro-2-methoxyphenyl)-N-[5-fluoro-2-(4-methylpiperazin-1-yl)phenyl]pyrazine-2-carboxamide (2S,6R)-6-phenyl-2-piperidinecarboxylate C1(=CC=CC=C1)[C@H]1CCC[C@H](N1)C(=O)O.NC=1N=CC(=NC1C1=C(C=CC=C1F)OC)C(=O)NC1=C(C=CC(=C1)F)N1CCN(CC1)C